3-(3-bromo-4-hydroxyphenyl)-2-oxopropanoic acid BrC=1C=C(C=CC1O)CC(C(=O)O)=O